F[C@H]1[C@@H]2CCC(C[C@H]1N(C=1N=CC(=NC1)C1=CC=C3C(C=CN(C3=C1O)C)=O)C)N2 7-(5-{[(1S,2S,3R)-2-fluoro-8-azabicyclo[3.2.1]octan-3-yl](methyl)amino}pyrazin-2-yl)-8-hydroxy-1-methyl-1,4-dihydroquinolin-4-one